dodecylbenzensulphonic acid, calcium salt [Ca+2].C(CCCCCCCCCCC)C1=C(C=CC=C1)S(=O)(=O)[O-].C(CCCCCCCCCCC)C1=C(C=CC=C1)S(=O)(=O)[O-]